(Z)-hept-3-en-1-yl 8-((6-((4,4-bis(((Z)-oct-5-en-1-yl)oxy)butanoyl)oxy)hexyl)(2-hydroxyethyl)amino)octanoate C(CCC\C=C/CC)OC(CCC(=O)OCCCCCCN(CCCCCCCC(=O)OCC\C=C/CCC)CCO)OCCCC\C=C/CC